C(C1=CC=CC=C1)NCC#C benzyl-prop-2-ynylamine